CS(=O)(=O)C1=CC=C(C=C1)NC=1SC=C(N1)C1=CC=C(C=C1)C N-(4-(methylsulfonyl)phenyl)-4-(p-tolyl)thiazol-2-amine